1,1,1-Tris(4-hydroxyphenyl)-ethan OC1=CC=C(C=C1)C(C)(C1=CC=C(C=C1)O)C1=CC=C(C=C1)O